Cl.FC=1C=C(C=CC1F)[C@H]1[C@@H](C1)NC=1C2=C(N=C(N1)SC)N(C=C2)CC N-((1R,2S)-2-(3,4-difluorophenyl)cyclopropyl)-7-ethyl-2-(methylthio)-7H-pyrrolo[2,3-d]pyrimidin-4-amine hydrochloride